O.C(=O)([O-])CN(CCN(CC(=O)[O-])CC(=O)NC)CCN(CC(NC)=O)CC(=O)[O-].[Gd+3] Gadolinium(III) 5,8-bis(carboxylatomethyl)-2-[2-(methylamino)-2-oxoethyl]-10-oxo-2,5,8,11-tetraazadodecan-1-carboxylat-Hydrat